CC1=C(C(=NC=C1[N+](=O)[O-])N)N methyl-5-nitropyridine-2,3-diamine